O=C1N(C=CC2=C1C=NN2COCC[Si](C)(C)C)C2CCC(CC2)C(=O)OC methyl (1s,4s)-4-(4-oxo-1-((2-(trimethylsilyl)ethoxy)methyl)-1,4-dihydro-5H-pyrazolo[4,3-c]pyridin-5-yl)cyclohexane-1-carboxylate